7-((2-Bromoacetoxy)methyl)-3-((3-isopropoxy-3-oxopropyl)amino)benzo[e][1,2,4]triazine-1-oxide BrCC(=O)OCC1=CC2=C(N=C(N=[N+]2[O-])NCCC(=O)OC(C)C)C=C1